4,4,4-trifluoro-N-(5-(4-fluorophenyl)-1,4-dimethyl-1H-pyrazol-3-yl)-3,3-dimethylbutanamide FC(C(CC(=O)NC1=NN(C(=C1C)C1=CC=C(C=C1)F)C)(C)C)(F)F